6-(2,5-dioxo-2,5-dihydro-1H-pyrrol-1-yl)-N-[(1S)-1-{[(1S)-1-{[6-(iodomethyl)pyridin-3-yl]carbamoyl}ethyl]carbamoyl}-2-methylpropyl]hexanamide O=C1N(C(C=C1)=O)CCCCCC(=O)N[C@@H](C(C)C)C(N[C@@H](C)C(NC=1C=NC(=CC1)CI)=O)=O